N-(9,10-dioxo-9,10-dihydroanthracen-2-yl)picolinamide O=C1C2=CC=CC=C2C(C=2C=CC(=CC12)NC(C1=NC=CC=C1)=O)=O